(R)-4-(2-((1-(5-chloro-6-oxo-1,6-dihydropyridazin-4-yl)pyrrolidin-3-yl)oxy)pyridin-4-yl)-N-methylbenzenesulfonamide ClC1=C(C=NNC1=O)N1C[C@@H](CC1)OC1=NC=CC(=C1)C1=CC=C(C=C1)S(=O)(=O)NC